C(C)(C)(C)OC(=O)N1CCN(CCC1)C1=C(C=CC(=C1)Cl)C=O 4-(5-chloro-2-formylphenyl)-1,4-diazacycloheptane-1-carboxylic acid tert-butyl ester